FC1CN(C(=CC1)OS(=O)(=O)C(F)(F)F)C(=O)OC(C)(C)C tert-butyl 3-fluoro-6-(((trifluoromethyl)sulfonyl)oxy)-3,4-dihydropyridine-1(2H)-carboxylate